C(C1=CC=CC=C1)OC=1C(=C(C=C2C(=NC(=NC12)SCC)N1[C@@H]2CN([C@H](C1)C2)C(=O)OC(C)(C)C)C2CC2)C2=C1C=NN(C1=CC(=C2C)F)C2OCCCC2 tert-butyl (1S,4S)-5-{8-(benzyloxy)-6-cyclopropyl-2-(ethylsulfanyl)-7-[6-fluoro-5-methyl-1-(oxan-2-yl)-1H-indazol-4-yl]quinazolin-4-yl}-2,5-diazabicyclo[2.2.1]heptane-2-carboxylate